N-(2-(4,4-difluoropiperidin-1-yl)-6-methylpyrimidin-4-yl)-4-((2-hydroxyethyl)sulfonamido)-2-((1S,6S)-6-methoxy-3-azabicyclo[4.1.0]heptan-3-yl)benzamide FC1(CCN(CC1)C1=NC(=CC(=N1)NC(C1=C(C=C(C=C1)NS(=O)(=O)CCO)N1C[C@@H]2C[C@@]2(CC1)OC)=O)C)F